5-(N-(2-(4-(4-cyanophenyl)piperazin-1-yl)phenyl)-N-phenethylsulfamoyl)-3-methylbenzofuran C(#N)C1=CC=C(C=C1)N1CCN(CC1)C1=C(C=CC=C1)N(S(=O)(=O)C=1C=CC2=C(C(=CO2)C)C1)CCC1=CC=CC=C1